C(CCC)N1N=C(C(=C1CCCC)O)C(C)(C)C 1,5-Di-n-butyl-3-tert-butyl-4-hydroxy-pyrazol